6-(4-cyclopropyl-6-methoxypyrimidin-5-yl)-1-(4-(5-(difluoromethyl)-1-methyl-1H-1,2,4-triazol-3-yl)benzyl)-1H-pyrazolo[3,4-d]pyrimidine C1(CC1)C1=NC=NC(=C1C1=NC=C2C(=N1)N(N=C2)CC2=CC=C(C=C2)C2=NN(C(=N2)C(F)F)C)OC